tris(2,4-di-tert-Butylphenyl) phosphite P(OC1=C(C=C(C=C1)C(C)(C)C)C(C)(C)C)(OC1=C(C=C(C=C1)C(C)(C)C)C(C)(C)C)OC1=C(C=C(C=C1)C(C)(C)C)C(C)(C)C